BrC1=CC2=C(C(=CO2)C2C(NC(CC2)=O)=O)C=C1F 3-(6-bromo-5-fluorobenzofuran-3-yl)piperidine-2,6-dione